(5S)-2-[1-(4-chlorophenyl)cyclopropane-1-carbonyl]-9,9-dimethyl-8-oxo-2-azaspiro[4.5]dec-6-ene-7-carbonitrile ClC1=CC=C(C=C1)C1(CC1)C(=O)N1C[C@@]2(CC1)C=C(C(C(C2)(C)C)=O)C#N